5-Chloro-6'-(((1S,3S)-3-((5,6-dimethylpyrazin-2-yl)amino)cyclopentyl)amino)-2H-[1,3'-bipyridin]-2-one ClC=1C=CC(N(C1)C=1C=NC(=CC1)N[C@@H]1C[C@H](CC1)NC1=NC(=C(N=C1)C)C)=O